(2R,4S)-N-((S)-1-(((R)-2-amino-7,7-dimethyl-6,7-dihydro-5H-cyclopenta[b]pyridin-5-yl)amino)-1-oxopropan-2-yl)-4-(4-fluorobenzyl)pyrrolidine-2-carboxamide NC1=CC=C2C(=N1)C(C[C@H]2NC([C@H](C)NC(=O)[C@@H]2NC[C@H](C2)CC2=CC=C(C=C2)F)=O)(C)C